4-(5-(ethyl-(2-methyl-4-quinazolinyl)amino)-2-methoxyphenyl)-N-hydroxybutyramide C(C)N(C=1C=CC(=C(C1)CCCC(=O)NO)OC)C1=NC(=NC2=CC=CC=C12)C